8-bromo-1-(4-isopropoxyphenyl)-1,3-dihydro-2H-imidazo[4,5-c]quinolin-2-one BrC1=CC=2C3=C(C=NC2C=C1)NC(N3C3=CC=C(C=C3)OC(C)C)=O